[GeH](=O)O.[Sn].[Ba] barium stannum germanic acid